ClC1=NC=C(C(=O)NC2=CC=C(C=C2)[C@H]2CNCCC2)C=C1 (S)-6-Chloro-N-(4-(piperidin-3-yl)phenyl)nicotinamide